FC(C1=CC=C(C=N1)C1=C(C(=O)N)C=CC=C1)(F)F (6-(trifluoromethyl)pyridin-3-yl)benzamide